C1(CCCCC1)C(C(CCCC)CC)(O)C1CCCCC1 1,1-Dicyclohexyl-2-ethyl-hexan-1-ol